C(CCCC(=O)O[C@H](C(COC(CCN(C)C)=O)(C)C)C(NCCC(OCCCCCCCCCCC)=O)=O)(=O)OCC(CCCCCCCC)CCCCCC 2-Hexyldecyl ((R)-2,8,8-trimethyl-5,10,14-trioxo-6,15-dioxa-2,11-diazahexacosan-9-yl) glutarate